O1CCC(CC1)NC1CCC(CC1)N N4-(tetrahydro-2H-pyran-4-yl)cyclohexane-1,4-diamine